COCCN1CCN(CC1)C1=CC=C(C=C1)C=1C=C(C=2N(C1)C=C(N2)C2=CC=C(C=C2)S(=O)(=O)C)C 6-(4-(4-(2-methoxyethyl)piperazin-1-yl)phenyl)-8-methyl-2-(4-(methylsulfonyl)phenyl)imidazo[1,2-a]pyridine